N-(4-amino-1H-pyrazolo[4,3-c]pyridin-7-yl)-2-oxo-2-[(2S,5R)-4-(2,2-dimethylpropanoyl)-5-methyl-2-phenyl-piperazin-1-yl]acetamide NC1=NC=C(C2=C1C=NN2)NC(C(N2[C@H](CN([C@@H](C2)C)C(C(C)(C)C)=O)C2=CC=CC=C2)=O)=O